(5R)-2-(1,4-dimethyl-1H-pyrazole-5-carbonyl)-9,9-dimethyl-8-oxo-2-azaspiro[4.5]dec-6-ene-7-carbonitrile CN1N=CC(=C1C(=O)N1C[C@]2(CC1)C=C(C(C(C2)(C)C)=O)C#N)C